C(C)N1SC(N(C1=O)CC1=CC=C(C=C1)OC(F)(F)F)=O 2-Ethyl-4-(4-(trifluoromethoxy)benzyl)-1,2,4-thiadiazolidine-3,5-dione